5-(3-(((1r,4r)-4-(5-chloro-2-methylnicotinamido)cyclohexyl)methyl)-2-oxo-2,3-dihydro-1H-benzo[d]imidazol-1-yl)-N,N,1-trimethyl-1H-indole-2-carboxamide ClC=1C=NC(=C(C(=O)NC2CCC(CC2)CN2C(N(C3=C2C=CC=C3)C=3C=C2C=C(N(C2=CC3)C)C(=O)N(C)C)=O)C1)C